4-[(2,3-dihydrothieno-[3,4-b][1,4]dioxin-2-yl)methoxy]butane-1-sulfonic acid O1C=2C(OCC1COCCCCS(=O)(=O)O)=CSC2